(E)-(1-((1r,4R)-4-(cyanomethyl)cyclohexyl)-1,6-dihydroimidazo[4,5-d]pyrrolo[2,3-b]pyridin) C(#N)CC1CCC(CC1)N1C=NC=2C1=C1C(=NC2)NC=C1